C(#C)C1(CC1)NC(=O)C1(CC1)C(F)(F)F N-(1-ethynylcyclopropyl)-1-(trifluoromethyl)cyclopropane-1-carboxamide